N1=C(C=CC=C1)CN(CC1=NC=CC=C1)[Zn+] bis-(2-picolyl)aminozinc (II)